C1=CC=CC=CCC1 Cyclooctatrien